ClC1=CC(=CC(=N1)C1=CC(=NC=N1)C(=O)NC)[C@H]1N([C@@H](CNC1)C)S(=O)(=O)C 6-(6-chloro-4-((2R,6R)-6-methyl-1-(methylsulfonyl)piperazin-2-yl)pyridin-2-yl)-N-methylpyrimidine-4-carboxamide